(E)-N-(4-(1-(6-(4-(3-(2-((2-(2,6-dioxopiperidin-3-yl)-1-oxoisoindolin-4-yl)amino)ethoxy)propanoyl)piperazin-1-yl)pyridazine-3-carbonyl)piperidin-4-yl)butyl)-3-(pyridin-3-yl)acrylamide O=C1NC(CCC1N1C(C2=CC=CC(=C2C1)NCCOCCC(=O)N1CCN(CC1)C1=CC=C(N=N1)C(=O)N1CCC(CC1)CCCCNC(\C=C\C=1C=NC=CC1)=O)=O)=O